(2-cyano-5-((tetrahydro-2H-pyran-4-yl)amino)pyridin-4-yl)glycinoyl chloride C(#N)C1=NC=C(C(=C1)NCC(=O)Cl)NC1CCOCC1